N-(4-(4-cyclopropylphenoxy)-3-(2,6-dimethylpyridin-4-yl)phenyl)ethanesulfonamide C1(CC1)C1=CC=C(OC2=C(C=C(C=C2)NS(=O)(=O)CC)C2=CC(=NC(=C2)C)C)C=C1